C1(CCCC1)N1[C@@H](C(N(C=2C=NC(=NC12)NC1=C(C=C(C=C1)C=1OC(=NN1)CN1[C@H](CCC1)CO)OC)C)=O)CC (R)-8-cyclopentyl-7-ethyl-2-((4-(5-(((R)-2-(hydroxymethyl)pyrrolidin-1-yl)methyl)-1,3,4-oxadiazol-2-yl)-2-methoxyphenyl)amino)-5-methyl-7,8-dihydropteridin-6(5H)-one